6-methyl-1,4-dihydropyrido[2,3-b]Pyrazine-2,3-dione CC=1C=CC2=C(NC(C(N2)=O)=O)N1